FC1(C2C(C3=C1N(N=C3C(F)(F)F)CC(=O)N)C2)F 2-(5,5-difluoro-3-(trifluoromethyl)-3b,4,4a,5-tetrahydro-1H-cyclopropa[3,4]cyclopenta[1,2-c]pyrazol-1-yl)acetamide